propylbis-(trimethylsiloxy)methylsilan C(CC)[SiH2]C(O[Si](C)(C)C)O[Si](C)(C)C